3-(4-Ethylpiperazine-1-carbonyl-benzyl)quinazoline-2,4(1H,3H)-dione C(C)N1CCN(CC1)C(=O)C(C1=CC=CC=C1)N1C(NC2=CC=CC=C2C1=O)=O